CC(CCCC)O 2-n-hexanol